4-((3,5-dicyclohexylphenyl)(methyl)amino)-3-methoxybenzoic acid C1(CCCCC1)C=1C=C(C=C(C1)C1CCCCC1)N(C1=C(C=C(C(=O)O)C=C1)OC)C